CC1=NC(=CC(=C1)C=1NC2=CC=C(C=C2C1C(C)C)C1CCN(CC1)CC(=O)NC(C)C)C 2-(4-(2-(2,6-dimethylpyridin-4-yl)-3-isopropyl-1H-indol-5-yl)piperidin-1-yl)-N-isopropylacetamide